C(C)(C)(C)C=1C(=C(C=C(C1)C(C)(C)C)NC=1C(=CC=CC1)N)OC N1-(3,5-di-tert-butyl-2-methoxyphenyl)benzene-1,2-diamine